FC1=C(C=C2C3(C(NC2=C1)=O)CCC(CC3)O)C(=O)OC Methyl 6'-fluoro-cis-4-hydroxy-2'-oxo-spiro[cyclohexane-1,3'-indoline]-5'-carboxylate